NC1=C2N=C(N(C2=NC=N1)CCNS(=O)(=O)CC(C)C)SC1=CC2=C(OCO2)C=C1I 2-Methyl-propane-1-sulfonic acid {2-[6-amino-8-(6-iodo-benzo[1,3]dioxol-5-ylsulfanyl)-purin-9-yl]-ethyl}-amide